2-(allyloxy)-3-bromo-4-fluorobenzene C(C=C)OC1=CC=CC(=C1Br)F